C1(CC1)C=1C=NC2=CC=C(C=C2N1)C(C)N1C[C@@H](N(C[C@H]1C)N1N=C2C(N(C(C=C2)=O)C)=C1)C ((2S,5R)-4-(1-(3-cyclopropylquinoxalin-6-yl)ethyl)-2,5-dimethylpiperazin-1-yl)-4-methyl-2,4-dihydro-5H-pyrazolo[4,3-b]pyridin-5-one